3-isopropyl-2-(2-methylpyridin-4-yl)-5-(2-(piperazin-1-yl)pyridin-4-yl)-1H-indole C(C)(C)C1=C(NC2=CC=C(C=C12)C1=CC(=NC=C1)N1CCNCC1)C1=CC(=NC=C1)C